BrC(CN)CBr 2,3-dibromo-1-propylamine